(2S)-2-[4-[6-(3-cyclopropyl-1,2,4-triazol-1-yl)-2-azaspiro[3.3]heptane-2-carbonyl]piperazino]-2-(4-fluorophenyl)-N-methyl-acetamide C1(CC1)C1=NN(C=N1)C1CC2(CN(C2)C(=O)N2CCN(CC2)[C@H](C(=O)NC)C2=CC=C(C=C2)F)C1